3-methylsulfonyl-5,5-dimethyl-2-isoxazoline CS(=O)(=O)C1=NOC(C1)(C)C